4-[4-methyl-7-(trifluoromethyl)-3,4-dihydroquinazolin-2-yl]-3-methyl-phenol CC1NC(=NC2=CC(=CC=C12)C(F)(F)F)C1=C(C=C(C=C1)O)C